C(C)(C)(C)OC(=O)N1C(CN(CC1)C1=NC=C(C=C1)Br)=O 4-(5-bromo-2-pyridinyl)-2-oxo-piperazine-1-carboxylic acid tert-butyl ester